2-(Hydroxymethyl)-2-(nitrooxymethyl)-1,3-propanediol OCC(CO)(CO)CO[N+](=O)[O-]